FC(C(=O)O)(F)F.FC1=CC=C(C=C1)NC(C1=CC(=C(C=C1)OCC(=CF)CN)Cl)=O N-(4-fluorophenyl)-4-((2-aminomethyl-3-fluoroallyl)oxy)-3-chloro-benzamide trifluoroacetate